N-ethyl-5-(4-fluoro-2-methyl-1-(1-methylpiperidin-4-yl)-1H-benzo[d]imidazol-6-yl)-7H-pyrrolo[2,3-d]pyrimidin-2-amine C(C)NC=1N=CC2=C(N1)NC=C2C=2C=C(C1=C(N(C(=N1)C)C1CCN(CC1)C)C2)F